3-(3-amino-2-fluorobenzyl)-7-((6-chloropyridazin-3-yl)oxy)spiro[benzo[e][1,3]oxazine-4,1'-cyclopropan]-2(3H)-one NC=1C(=C(CN2C(OC3=C(C=CC(=C3)OC=3N=NC(=CC3)Cl)C23CC3)=O)C=CC1)F